FC1(CC(CC1)CC(=O)NC(C(=O)O)CCN(CCCCC1=NC=2NCCCC2C=C1)CCOC1=CC=CC=C1)F 2-[[2-[3,3-difluorocyclopentyl]acetyl]amino]-4-[2-phenoxyethyl-[4-(5,6,7,8-tetrahydro-1,8-naphthyridin-2-yl)butyl]amino]butanoic acid